Methyl 2-[3,5-dihydroxy-4-[(1R,6R)-6-isopropenyl-3-methyl-cyclohex-2-en-1-yl]phenyl]acetate OC=1C=C(C=C(C1[C@@H]1C=C(CC[C@H]1C(=C)C)C)O)CC(=O)OC